ClC1=NC=C(C(=N1)NC1=CC=C(C=C1)[N+](=O)[O-])Cl 2,5-dichloro-N-(4-nitrophenyl)pyrimidin-4-amine